OC1CN(CC=C1)C(=O)C1=CC(=NC=C1C)C(=O)N1CCC(CC1)(C#N)C1=CC=CC=C1 1-(4-(3-hydroxy-1,2,3,6-tetrahydropyridine-1-carbonyl)-5-methylpicolinoyl)-4-phenylpiperidine-4-carbonitrile